CC1=C(C=C(C=C1)NC(C1=NC=CC(=C1)C(F)(F)F)=O)NC1=NC(=CC=C1C1=C2N=CNC2=NC=N1)C N-(4-methyl-3-((6-methyl-3-(9H-purin-6-yl)pyridin-2-yl)amino)phenyl)-4-(trifluoromethyl)picolinamide